CC1(OC(C(C=C1OC([O-])=O)=O)(C)C)C 5,6-dihydro-2,2,6,6-tetramethyl-5-oxo-2H-pyran-3-yl-carbonate